C(C)(=O)OC(CCC)CC(C)C (E)-6-methylhept-4-yl acetate